N-[3-(3-chloro-4-cyano-phenoxy)-2,2,4,4-tetramethyl-cyclobutyl]-5-(4-formyl-1-piperidyl)pyridine-2-carboxamide ClC=1C=C(OC2C(C(C2(C)C)NC(=O)C2=NC=C(C=C2)N2CCC(CC2)C=O)(C)C)C=CC1C#N